FC(C(=O)O)(F)F.O=C1NC(CCC1N1C(C2=CC=CC(=C2C1=O)N1CCC(CC1)CC1CCNCC1)=O)=O 2-(2,6-dioxo-3-piperidyl)-4-[4-(4-piperidylmethyl)-1-piperidyl]isoindoline-1,3-dione trifluoroacetate